3-(acetylamino)-N-(5-bromobenzo[d][1,3]thiazepin-2-yl)benzamide C(C)(=O)NC=1C=C(C(=O)NC=2SC=C(C3=C(N2)C=CC=C3)Br)C=CC1